(S)-N-((2S,3R)-3-((2-oxabicyclo[2.2.2]octan-4-yl)methoxy)-1-(methylamino)-1-oxobutan-2-yl)-6-(thiazole-5-carbonyl)-2,6-diazaspiro[3.4]octane-8-carboxamide hydrochloride Cl.C12OCC(CC1)(CC2)CO[C@@H]([C@@H](C(=O)NC)NC(=O)[C@@H]2CN(CC21CNC1)C(=O)C1=CN=CS1)C